[C@@H]1([C@H](O)[C@H](O)[C@@H](C[S+](CC[C@H](N)C(=O)[O-])C)O1)N1C=NC=2C(N)=NC=NC12 S-adenosylmethionineAt